CC=1C(=C(C(C1)(C)[Ti](C)(C)NC1CCCCCCCCCCC1)C)C (tetramethyl-cyclopentadienyl)(1-cyclododecylamino)dimethyl-titanium